NC1=NC=C(C=C1C(=O)OC)C1=CC2=C(C(=CC=C2C=C1)OC)NCC(=C)C#N methyl 2-amino-5-{8-[(2-cyano-2-methylideneethyl)amino]-7-methoxy naphthalen-2-yl}pyridine-3-carboxylate